FC=1C=C2C(=NN(C2=CC1C1CCNCC1)C)N1C(NC(CC1)=O)=O 1-(5-fluoro-1-methyl-6-(piperidin-4-yl)-1H-indazol-3-yl)dihydropyrimidine-2,4(1H,3H)-dione